ClC=1C=C(C=CC1)N1CCN(CC1)C1C=2N(CCCCC3=C1C=CC=C3)N=NN2 13-(4-(3-chlorophenyl)piperazin-1-yl)-6,7,8,13-tetrahydro-5H-benzo[d]tetrazolo[1,5-a]azonine